(2E)-3-[4-(Dimethylamino)phenyl]prop-2-enoylbenzoic acid CN(C1=CC=C(C=C1)/C=C/C(=O)C1=C(C(=O)O)C=CC=C1)C